(1R,2S,4S)-Bicyclo[2.2.1]heptane-2-carboxylic acid ethyl ester C(C)OC(=O)[C@@H]1[C@@H]2CC[C@H](C1)C2